C(C)(C)(C)C1=CC(NC=2C=CC=NC21)(C(=O)O)C2=NC=CC(=C2)C(C)(C)C 4-tertbutyl-2-(4-tert-butyl-2-pyridyl)pyridino-pyridinecarboxylic acid